NCC(C(=O)O)F 3-amino-2-fluoropropionic acid